ClC1(CCC=2C=CC=NC2C1=O)Cl 7,7-dichloro-6,7-dihydroquinolin-8(5H)-one